(3aR,5R,6S,6aR)-6-(benzyloxy)-5-((benzyloxy)methyl)-2,2-dimethyltetrahydrofurano[2,3-d][1,3]dioxolane-5-carbaldehyde C(C1=CC=CC=C1)O[C@@H]1[C@@](O[C@@H]2OC(O[C@@H]21)(C)C)(C=O)COCC2=CC=CC=C2